C(C)(C)(C)OC(C1=C(N=C(C=C1)N1N=C(C=C1)OCC1(CCC1)C(F)(F)F)Cl)=O 2-chloro-6-(3-((1-(trifluoromethyl)cyclobutyl)methoxy)-1H-pyrazol-1-yl)nicotinic acid tert-butyl ester